CC(C)(CCC(C)(OC(C)(C)C)C)OC(C)(C)C 2,5-dimethyl-2,5-bis(t-butyloxy)hexane